C(C)(C)(C)OC(=O)N1C(=NCC1)NCCNC(=O)OC(C)(C)C 2-((2-((tert-butoxycarbonyl)amino)ethyl)amino)-4,5-dihydro-1H-imidazole-1-carboxylic acid tert-butyl ester